FC1(OC2=C(O1)C=CC=C2C2=NC=C1N(C(N(C1=N2)CC2=CC=C(C=C2)C=2N(C=C(N2)C(F)(F)F)C)=N)C)F 2-(2,2-difluoro-1,3-benzodioxol-4-yl)-7-methyl-9-[[4-[1-methyl-4-(trifluoromethyl)imidazol-2-yl]phenyl]methyl]purin-8-imine